N-(4-chlorothiazol-2-yl)acetamide ClC=1N=C(SC1)NC(C)=O